C(C)(C)(C)OC(=O)N1CC2=CC=C(C=C2CC1)C#N 6-cyano-3,4-dihydroisoquinoline-2(1H)-carboxylic acid tert-butyl ester